(R)-6-(1-methoxypropan-2-yl)-3-methyl-2-(3-(trifluoromethyl)-7,8-dihydro-1,6-naphthyridin-6(5H)-yl)-6,7-dihydro-5H-pyrrolo[3,4-b]pyridin-5-one COC[C@@H](C)N1CC2=NC(=C(C=C2C1=O)C)N1CC=2C=C(C=NC2CC1)C(F)(F)F